NC/C(/CN1N=CN(C1=O)CC=1SC(=CC1)C=1C=NC(=NC1)N)=C\F 2-[(2E)-2-(aminomethyl)-3-fluoroprop-2-en-1-yl]-4-{[5-(2-aminopyrimidin-5-yl)thiophen-2-yl]methyl}-2,4-dihydro-3H-1,2,4-triazol-3-one